tert-butyl 2,5-diazabicyclo[4.2.0]octane-2-carboxylate C12N(CCNC2CC1)C(=O)OC(C)(C)C